C1(=CC=CC=2C3=CC=CC=C3C=CC12)C1=C(C2=CC=CC=C2C=C1)C1=C(C=CC=C1)C1=CC=CC=2C3=CC=CC=C3C=CC12 [(phenanthrenyl)naphthalenyl](phenanthrenyl)benzene